C(C)C1=C(N=NN1C1=CC=C(C=C1)OC)CO [5-ethyl-1-(4-methoxy-phenyl)-1H-[1,2,3]triazol-4-yl]-methanol